(2S,4r)-1-[(2S)-2-(4-cyclopropyltriazol-1-yl)-3,3-dimethyl-butyryl]-4-hydroxy-N-[2-hydroxy-3-(1-naphthyloxy)propyl]pyrrolidine-2-carboxamide C1(CC1)C=1N=NN(C1)[C@H](C(=O)N1[C@@H](C[C@H](C1)O)C(=O)NCC(COC1=CC=CC2=CC=CC=C12)O)C(C)(C)C